1,2-Diphenylethylenediamine C1(=CC=CC=C1)C(C(N)C1=CC=CC=C1)N